2,6-di-tert-butyl-4-(octadecanoxy-carbonylethyl)-phenol C(C)(C)(C)C1=C(C(=CC(=C1)CCC(=O)OCCCCCCCCCCCCCCCCCC)C(C)(C)C)O